C1(CC1)N1N=CC(=C1)C=1C=C(C(=NC1)C1=NC2=C(N=NC(=C2)C(C(F)(F)F)(F)F)N1C)SCC 5-(1-cyclopropyl-1H-pyrazol-4-yl)-3-(ethylsulfanyl)-2-[7-methyl-3-(1,1,2,2,2-pentafluoroethyl)-7H-imidazo[4,5-c]pyridazin-6-yl]pyridine